4-(2-(3-(1-(4-methyl-4H-1,2,4-triazol-3-ylthio)ethyl)phenyl)-2H-1,2,3-triazol-4-yl)benzoic acid CN1C(=NN=C1)SC(C)C=1C=C(C=CC1)N1N=CC(=N1)C1=CC=C(C(=O)O)C=C1